6-(7-ethyl-2-methyl-2H-indazol-5-yl)-N-methyl-N-(2,2,6,6-tetramethylpiperidin-4-yl)-1,3-benzothiazol-2-amine C(C)C1=CC(=CC2=CN(N=C12)C)C1=CC2=C(N=C(S2)N(C2CC(NC(C2)(C)C)(C)C)C)C=C1